P(=O)(O)([O-])[O-].[K+].[K+] Di-potassium hydrogen ortho-phosphate